tert-butyl 2-oxopiperidine-1-carboxylate O=C1N(CCCC1)C(=O)OC(C)(C)C